(quinoxalin-6-ylmethyl)-5-(trifluoromethyl)pyridin-3-amine N1=CC=NC2=CC(=CC=C12)CC1=NC=C(C=C1N)C(F)(F)F